tert-butyl 3-(1-(cyclopropylmethyl)-6-(N-(1-methylcyclopropyl)sulfamoyl)-2,4-dioxo-1,2-dihydroquinazolin-3(4H)-yl)azetidine-1-carboxylate C1(CC1)CN1C(N(C(C2=CC(=CC=C12)S(NC1(CC1)C)(=O)=O)=O)C1CN(C1)C(=O)OC(C)(C)C)=O